[N+](=O)([O-])C1=CC=C2C(=CC=NC2=C1O)C1CCNCC1 7-nitro-4-(piperidin-4-yl)-quinolin-8-ol